FC(OC1=NC=CC(=C1)CNC(=O)NC1CC(C1)C#C)F 1-[[2-(difluoromethoxy)pyridin-4-yl]methyl]-3-(3-ethynylcyclobutyl)urea